3,5-bis(3,4-bis(difluoromethoxy)benzylidene)piperidin-4-one FC(OC=1C=C(C=C2CNCC(C2=O)=CC2=CC(=C(C=C2)OC(F)F)OC(F)F)C=CC1OC(F)F)F